(4-trifluoromethoxy-phenyl)-methanone FC(OC1=CC=C(C=C1)C=O)(F)F